OCCCOC1=C(C=C(C=C1OC)CCCO)OC 3-(4-(3-hydroxypropoxy)-3,5-dimethoxyphenyl)propan-1-ol